(3-(pentafluoro-λ6-sulfaneyl)phenyl)methanamine FS(C=1C=C(C=CC1)CN)(F)(F)(F)F